N-(2,6-dimethyl-4-(2-(trifluoromethyl)-7,8-dihydro-4H-pyrazolo[1,5-a][1,4]diazepin-5(6H)-yl)phenyl)-3,3-dimethylbutanamide CC1=C(C(=CC(=C1)N1CC=2N(CCC1)N=C(C2)C(F)(F)F)C)NC(CC(C)(C)C)=O